C(=O)O[C@@H]1[C@H](O[C@H]([C@@H]1O[Si](C)(C)C(C)(C)C)N1C=2N=C(N(C(C2N=C1)=O)C(C1=CC=CC=C1)=O)NC(C)=O)CO[Si](C)(C)C(C)(C)C (2R,3R,4R,5R)-5-(2-acetamido-1-benzoyl-6-oxo-1,6-dihydro-9H-purin-9-yl)-4-((tert-butyldimethylsilyl)oxy)-2-(((tert-butyldimethylsilyl)oxy)methyl)tetrahydrofuran-3-yl formate